NC1=NC=NC2=C(C=CC=C12)C(=O)NC1=C2C=CN=C(C2=CC=C1C)NC1=CC(=NC=C1)C(F)(F)F 4-amino-N-(6-methyl-1-((2-(trifluoromethyl)pyridin-4-yl)amino)isoquinolin-5-yl)quinazoline-8-carboxamide